3-(4-(ethylsulfonamido)-3-((4-fluoro-2,6-dimethylbenzyl)oxy)phenyl)-5-(pyrazin-2-ylamino)-1H-pyrazole-4-carboxamide C(C)S(=O)(=O)NC1=C(C=C(C=C1)C1=NNC(=C1C(=O)N)NC1=NC=CN=C1)OCC1=C(C=C(C=C1C)F)C